CCCCCC(C1=C(C=C2C(=C1O)C(=O)C3=C(C2=O)C=C(C=C3O)O)O)O The molecule is a tetrahydroxyanthraquinone that is 1,3,6,8-tetrahydroxy-9,10-anthraquinone bearing a 1-hydroxyhexyl substituent at position 2. It has a role as a fungal metabolite. It is a polyketide and a tetrahydroxyanthraquinone.